(2R,4R)-4-[[(5S)-3-(3,5-difluorophenyl)-5-vinyl-4H-isoxazole-5-carbonyl]-amino]tetrahydrofuran-2-carboxylic acid methyl ester COC(=O)[C@@H]1OC[C@@H](C1)NC(=O)[C@]1(CC(=NO1)C1=CC(=CC(=C1)F)F)C=C